(4-nitrophenyl) N-[4-methyl-3-[[3-(9-tetrahydropyran-2-ylpurin-6-yl)-2-pyridyl]amino]phenyl]carbamate CC1=C(C=C(C=C1)NC(OC1=CC=C(C=C1)[N+](=O)[O-])=O)NC1=NC=CC=C1C1=C2N=CN(C2=NC=N1)C1OCCCC1